C(C=C)C1OC(=CC(=C1)CC=C)CC=C 2,4,6-triallylpyran